tert-butyl 2-[(4,4,5,5-tetramethyl-1,3,2-dioxaborolan-2-yl) methylene]-7-azaspiro[3.5]nonane-7-carboxylate CC1(OB(OC1(C)C)C=C1CC2(C1)CCN(CC2)C(=O)OC(C)(C)C)C